tert-Butyl 8'-bromo-9'-chloro-7'-fluoro-3'-oxo-3',4'-dihydro-1'H-spiro[piperidine-4,2'-pyrazino[2,3-c]quinoline]-1-carboxylate BrC=1C(=CC=2C3=C(C=NC2C1F)NC(C1(N3)CCN(CC1)C(=O)OC(C)(C)C)=O)Cl